[Si](C)(C)(C(C)(C)C)OC[C@H]1[C@@H](O1)C(=O)[O-].[K+] potassium (2R,3S)-3-(((tert-butyldimethylsilyl)oxy)methyl)oxirane-2-carboxylate